1,1'-(2-(4-(prop-1-en-2-yl)cyclohex-1-en-1-yl)propan-1,3-diyl)bis(7-methoxy-4,9-dihydro-3H-pyrido[3,4-b]indole) C=C(C)C1CC=C(CC1)C(CC1=NCCC2=C1NC1=CC(=CC=C21)OC)CC2=NCCC1=C2NC2=CC(=CC=C12)OC